((4-bromo-2-fluorophenyl)amino)-5,7-dimethyl-3,4-dihydro-2,7-naphthyridine-1,6(2H,7H)-dione BrC1=CC(=C(C=C1)NN1C(C2=CN(C(C(=C2CC1)C)=O)C)=O)F